BrC1=CC(=C(C=2N=CSC21)F)F 7-bromo-4,5-difluorobenzo[d]thiazole